N1C(CCC2=CC=CN=C12)CCCCCCO[C@H]1CN(CC1)C(=O)OC(C)(C)C tert-butyl (3R)-3-((6-(1,2,3,4-tetrahydro-1,8-naphthyridin-2-yl)hexyl)oxy)pyrrolidine-1-carboxylate